5-(2-(dimethylamino)-1-phenylethoxy)-2-methylbenzofuran-3-carboxylic acid CN(CC(OC=1C=CC2=C(C(=C(O2)C)C(=O)O)C1)C1=CC=CC=C1)C